1-[4-[4-[4-[(2,6-dioxo-3-piperidyl)amino]phenyl]-1-piperidyl]butanoyl]azetidin O=C1NC(CCC1NC1=CC=C(C=C1)C1CCN(CC1)CCCC(=O)N1CCC1)=O